[Cl-].C(CCC)NC(/C=C(\C)/[N+](CCCCCC)(C)C)=O (E)-N-(4-(butylamino)-4-oxobut-2-en-2-yl)-N,N-dimethylhexan-1-aminium chloride